NC(C(=O)[O-])CCCCCC 2-aminooctanoate